OC[C@@H]1CC=2C(C=3N(C1)N=C1C3CN(CC1)C(=O)OC(C)(C)C)=NOC2 |o1:2| (5R*)-tert-butyl 5-(hydroxymethyl)-5,6,9,10-tetrahydro-4H-isoxazolo[3,4-c]pyrido[4',3':3,4]pyrazolo-[1,5-a]azepine-11(12H)-carboxylate